rel-N-(6-amino-5-ethyl-3-pyridyl)-2-[(2S,5R)-5-methyl-2-[4-(2-methyl-5-oxa-2,8-diazaspiro[3.5]nonan-8-yl)phenyl]-1-piperidyl]-2-oxo-acetamide NC1=C(C=C(C=N1)NC(C(=O)N1[C@@H](CC[C@H](C1)C)C1=CC=C(C=C1)N1CCOC2(CN(C2)C)C1)=O)CC |o1:12,15|